N-(6-(5-chloro-6-fluoro-7-(isopropylamino)-1H-indazol-4-yl)imidazo[1,2-a]pyrazin-2-yl)propionamide ClC=1C(=C2C=NNC2=C(C1F)NC(C)C)C=1N=CC=2N(C1)C=C(N2)NC(CC)=O